(9S)-9-Methylnonadecane C[C@@H](CCCCCCCC)CCCCCCCCCC